NC1=CC=C(C=C1)C=1C(=C(C=CC1N)C1=CC=C(C=C1)N)C1=CC=C(C=C1)N bis(4-aminophenyl)biphenyl-4,4'-diamine